7-(4,7-DIAZASPIRO[2.5]OCTAN-7-YL)-2-(2,8-DIMETHYLIMIDAZO[1,2-B]PYRIDAZIN-6-YL)PYRIDO[1,2-A]PYRIMIDIN-4-ONE DI-HYDROCHLORIDE SALT Cl.Cl.C1CC12NCCN(C2)C=2C=CC=1N(C(C=C(N1)C=1C=C(C=3N(N1)C=C(N3)C)C)=O)C2